CC1=C(C=C(C=C1)NC(C1=CC(=NC=C1)C(F)(F)F)=O)C=1C=NC(=C(C1)N1CCOCC1)C#CC1CNCCC1 N-(4-methyl-3-(5-morpholino-6-(piperidin-3-yl-ethynyl)pyridin-3-yl)phenyl)-2-(tri-fluoromethyl)-isonicotinamide